[Si](C)(C)(C(C)(C)C)O[C@H]1[C@@H](O[C@@H]([C@H]1OCC[N+](=O)[O-])CO[Si](C)(C)C(C)(C)C)N1C(N=C(C=C1)NC(C1=CC=CC=C1)=O)=O N-(1-((2R,3R,4R,5R)-3-((tert-butyldimethylsilyl)oxy)-5-(((tert-butyldimethylsilyl)oxy)methyl)-4-(2-nitroethoxy)tetrahydrofuran-2-yl)-2-oxo-1,2-dihydropyrimidin-4-yl)benzamide